NCC[C@@H](CC(=O)NC1CCC1)NC(=O)C1=NN(C(=C1)C1=C(C=CC=C1)C(F)(F)F)C1CCCC1 (S)-N-(5-amino-1-(cyclobutylamino)-1-oxopent-3-yl)-1-cyclopentyl-5-(2-(trifluoromethyl)phenyl)-1H-pyrazole-3-carboxamide